2-(2-aminopyridin-4-yl)-5-(5-((5-(2-ethyl-2H-tetrazol-5-yl)pyridin-2-yl)-oxy)-3,3-dimethylpentyl)-1,2,5-thiadiazolidine 1,1-dioxide hydrochloride Cl.NC1=NC=CC(=C1)N1S(N(CC1)CCC(CCOC1=NC=C(C=C1)C=1N=NN(N1)CC)(C)C)(=O)=O